tert-Butyl 4-[2-(1-hydroxy-1-methyl-ethyl)-3-pyridyl]-3,6-dihydro-2H-pyridine-1-carboxylate OC(C)(C)C1=NC=CC=C1C=1CCN(CC1)C(=O)OC(C)(C)C